N(=NC(C(=O)O)CC(C)C#N)C(C(=O)O)CC(C)C#N azobis-(4-cyanovaleric acid)